C[C@H]1NC(C2=C(C=3C=4C=CC(=NC4C=CC3S2)C2=CC(=NC=C2)N2CCNCC2)NC1)=O (R)-10-methyl-3-(2-(piperazin-1-yl)pyridin-4-yl)-9,10,11,12-tetrahydro-8H-[1,4]diazepino[5',6':4,5]thieno[3,2-f]quinolin-8-one